C(CCCCCCCCC)C(COC(CC1CC(C1)N(CCCCCCCC(=O)OCC(CCCCCCCCC)CCCCCCCCC)C(=O)OC1CCN(CC1)C(CN(C)C)=O)=O)CCCCCCCCCC 2-nonylundecyl 8-{[(1r,3r)-3-{2-[(2-decyldodecyl)oxy]-2-oxoethyl}cyclobutyl]({[1-(N,N-dimethylglycyl)piperidin-4-yl]oxy}carbonyl)amino}octanoate